6-methoxy-2-((tetrahydro-2H-pyran-4-yl)methyl)-3,4-dihydroisoquinoline-1(2H)-one COC=1C=C2CCN(C(C2=CC1)=O)CC1CCOCC1